C(C)(C)(C)C=1C=C(N(N1)C1=CC(=CC=C1)CN1CCOCC1)N 5-tert-butyl-2-[3-(morpholinomethyl)phenyl]pyrazol-3-amine